C[C@H]1CN(C[C@H](O1)C)C1=NC(=C2C(=N1)N(N=C2)C2=CC=C(C=C2)F)NC(=O)C=2SC(=CC2)[N+](=O)[O-] N-(6-((2S,6R)-2,6-dimethylmorpholinyl)-1-(4-fluorophenyl)-1H-pyrazolo[3,4-d]pyrimidin-4-yl)-5-nitrothiophene-2-carboxamide